(S)-N-(1-(dimethylamino)-4-methylpent-2-yl)acetamide CN(C[C@H](CC(C)C)NC(C)=O)C